O1CCC(CC1)C1=CC=CC2=C1N=CS2 4-(oxan-4-yl)-1,3-benzothiazole